5-bromo-3,6-difluoro-1-((2-(trimethylsilyl)ethoxy)methyl)-1H-pyrrolo[2,3-b]pyridine BrC=1C=C2C(=NC1F)N(C=C2F)COCC[Si](C)(C)C